COC=1C=C(NC)C=CC1 3-methoxy-N-methylaniline